[Si](C)(C)(C(C)(C)C)O[C@H]1[C@@H]([C@@H](O[C@@]1(CO)CC)N1C=2N=C(NC(C2N=C1)=O)NC(C1=CC=CC=C1)(C1=CC=CC=C1)C1=CC=C(C=C1)OC)F 9-[(2R,3S,4R,5R)-4-[(tert-butyldimethylsilyl)oxy]-5-ethyl-3-fluoro-5-(hydroxymethyl)oxolan-2-yl]-2-{[(4-methoxyphenyl)diphenylmethyl]amino}-1H-purin-6-one